8a-Isopropyl-8,8a-dihydro-4H-thieno[2,3-a]pyrrolizine-4,7(6H)-dione C(C)(C)C12CC(CN2C(C2=C1SC=C2)=O)=O